FC1=C(C=C(C=C1)C(C=1C=CC(NN1)=O)O)C1=NC=NC2=CC(=CC=C12)N1CCOCC1 6-{[4-Fluoro-3-(7-morpholin-4-yl-quinazolin-4-yl)-phenyl]hydroxy-methyl}-2H-pyridazin-3-one